The molecule is a prostaglandin E obtained by formal oxidation of the 15-hydroxy group and hydrogenation of the 13,14-double bond of prostaglandin E1. It has a role as a human xenobiotic metabolite. It derives from a prostaglandin E1. It is a conjugate acid of a 13,14-dihydro-15-oxoprostaglandin E1(1-). CCCCCC(=O)CC[C@H]1[C@@H](CC(=O)[C@@H]1CCCCCCC(=O)O)O